2-(±)-Ethyl 2-[4-(3-carbamoyltetrahydrofuran-3-yl)phenyl]-2-cyclopentyl-acetate C(N)(=O)C1(COCC1)C1=CC=C(C=C1)C(C(=O)OCC)C1CCCC1